C(CCCCCCCCCCC)SSC(C(=O)O)(C)C 2-(dodecyl-thio-thio)-2-methylpropanoic acid